CN(C1=CC=C(C=C1)Cl)C N,N-dimethyl-p-chloroaniline